indoloindole N1=CC=C2C=CC=3C(=C12)C=1C=CC=CC1N3